FC(C(=O)O)(F)F.ClC=1C(=C(C=CC1)NC1C2=C(C=3N(CC1)N=NC3C)C=CC(=C2)C=2CCN(CC2)C2CCCC2)F N-(3-chloro-2-fluorophenyl)-9-(1-cyclopentyl-1,2,3,6-tetrahydropyridin-4-yl)-1-methyl-6,7-dihydro-5H-benzo[c][1,2,3]triazolo[1,5-a]azepin-7-amine 2,2,2-trifluoroacetate